FC(C(C(C(CCC(N=C=O)N=C=O)(F)F)(F)F)(F)F)(F)F 1,1,1,2,2,3,3,4,4-nonafluoro-7,7-diisocyanato-heptane